4-(((4-(4-Methoxy-3-methylphenyl)bicyclo[2.2.2]octan-1-yl)methyl)(6-(1-(1-methylcyclobutyl)-1H-pyrazol-4-yl)pyridin-2-yl)carbamoyl)cyclohexyl trans-3-hydroxyazetidine-1-carboxylate OC1CN(C1)C(=O)OC1CCC(CC1)C(N(C1=NC(=CC=C1)C=1C=NN(C1)C1(CCC1)C)CC12CCC(CC1)(CC2)C2=CC(=C(C=C2)OC)C)=O